(2S)-3-(5-amino-1-methyl-benzimidazol-2-yl)-2-(tert-butoxycarbonylamino)propionic acid ethyl ester C(C)OC([C@H](CC1=NC2=C(N1C)C=CC(=C2)N)NC(=O)OC(C)(C)C)=O